4-bromobenzhydrazide BrC1=CC=C(C(=O)NN)C=C1